FC=1C=CC(=NC1)C(=O)N1CCC(CC1)CCCCNC(=O)C1=CC=2C(=CN=CC2)S1 N-(4-{1-[(5-fluoropyridin-2-yl)carbonyl]piperidin-4-yl}butyl)thieno[2,3-c]pyridine-2-carboxamide